BrC1=C(C=C(C=C1)C=1N=NN(N1)CC1=CC=C(C=C1)C1=NOC(=N1)C(F)(F)F)C 3-[4-[[5-(4-bromo-3-methyl-phenyl)tetrazol-2-yl]methyl]phenyl]-5-(trifluoromethyl)-1,2,4-oxadiazole